ClC1=CC=C(C=C1)C=1N=C(N(C1C1=CC=NC=C1)CC(=O)OC(C)(C)C)C=1C=NN(C1)C tert-Butyl 2-[4-(4-chlorophenyl)-2-(1-methylpyrazol-4-yl)-5-(4-pyridyl)imidazol-1-yl]acetate